C(C)(C)(C)C1=C(C(O)=CC=C1)O tert-butyl-catechol